C1(CCC1)N1N=CC(=C1)C1=C(C(=O)OCC)C=C(C=C1C)NC(=O)C1(CC1)C1=C(C=C(C=C1)OC(F)(F)F)F Ethyl 2-(1-cyclobutyl-1H-pyrazol-4-yl)-5-[({1-[2-fluoro-4-(trifluoromethoxy) phenyl]cyclopropyl}carbonyl) amino]-3-methylbenzoate